2-(1-(2-methyl-1H-imidazo[4,5-c]quinolin-1-yl)piperidin-4-yl)acetonitrile CC=1N(C2=C(C=NC=3C=CC=CC23)N1)N1CCC(CC1)CC#N